C(C)(C)(C)OC(=O)N[C@H]1C=C(CC1=C(F)F)C(=O)OC Methyl (S)-3-((tert-butoxycarbonyl)amino)-4-(difluoromethylene)cyclopent-1-ene-1-carboxylate